(2,6-dimethylphenyl)-1-methyl-1H-pyrazolo[3,4-d]pyrimidine-3,6-diamine hydrochloride Cl.CC1=C(C(=CC=C1)C)C1=C2C(=NC(=N1)N)N(N=C2N)C